sodium 3-(2,3-dihydroxypropylthio)-2-methyl-propylsulfonate OC(CSCC(CS(=O)(=O)[O-])C)CO.[Na+]